FC(F)(F)SC=1C=CC=C2CCC(C12)O 7-(trifluoromethylsulfanyl)-2,3-dihydro-1H-inden-1-ol